N[C@H]1CCCC[C@@H]2N(C1=O)[C@@H](CC2)C(=O)N2CC(C(C2)C2=CC(=CC=C2)OCCCCCC#CC2=C1CN(C(C1=CC=C2)=O)C2C(NC(CC2)=O)=O)C#N 1-((3S,6S,10aS)-6-amino-5-oxodecahydropyrrolo[1,2-a]azocine-3-carbonyl)-4-(3-((7-(2-(2,6-dioxopiperidin-3-yl)-1-oxoisoindolin-4-yl)hept-6-yn-1-yl)oxy)phenyl)pyrrolidine-3-carbonitrile